OCC=1C(=CC2=C(C(OC2)=O)C1)C=1CCN(CC1)C(=O)OCC1=CC=CC=C1 Benzyl 4-[6-(Hydroxymethyl)-1-Oxo-1,3-Dihydro-2-Benzofuran-5-Yl]-1,2,3,6-Tetrahydropyridine-1-Carboxylate